6-bromo-7-methoxy-3,4-dihydroquinolin-2(1H)-one BrC=1C=C2CCC(NC2=CC1OC)=O